N1C(=NC2=C1C=CC=C2)C2=C(C=CC=C2N)N (1H-benzimidazol-2-yl)benzene-1,3-diamine